N1C(=CC2=CC=CC=C12)CN1C(N(C=2N=C(N(C2C1=O)C)NC1=NC(NC=C1)=O)C)=O 1-((1H-indol-2-yl)methyl)-3,7-dimethyl-8-(2-oxo-1,2-dihydropyrimidin-4-ylamino)-1H-purine-2,6(3H,7H)-dione